4-chloro-2-(6-methoxy-3-pyridinyl)thiazole-5-carboxylic acid ClC=1N=C(SC1C(=O)O)C=1C=NC(=CC1)OC